(R)-1-methylpyrrolidin-3-yl (S)-1-(6-(5-(6-methylpyridin-2-yl)-1H-imidazol-4-yl)quinolin-3-yl)pyrrolidine-3-carboxylate CC1=CC=CC(=N1)C1=C(N=CN1)C=1C=C2C=C(C=NC2=CC1)N1C[C@H](CC1)C(=O)O[C@H]1CN(CC1)C